ethyl 5-amino-3-methyl-2-thiophenecarboxylate NC1=CC(=C(S1)C(=O)OCC)C